C(C1=CC=CC=C1)OC1=C(C=CC=C1F)C1=CC(=CC=C1F)C[C@]1(C[C@H](CC1)NS(=O)(=O)C)C(=O)NNC(=O)OC(C)(C)C tert-butyl 2-((1R,3S)-1-((2'-(benzyloxy)-3',6-difluoro-[1,1'-biphenyl]-3-yl)methyl)-3-(methylsulfonamido)cyclopentane-1-carbonyl)hydrazine-1-carboxylate